(2S,3R,4S,5R)-4-[[3-(3,4-Difluorophenyl)-4,5-dimethyl-5-(trifluoromethyl)tetrahydrofuran-2-carbonyl]amino]pyridin-2-carboxamid FC=1C=C(C=CC1F)[C@@H]1[C@H](O[C@]([C@H]1C)(C(F)(F)F)C)C(=O)NC1=CC(=NC=C1)C(=O)N